NC1CCC(CC1)(O)CN1CCN(CC1)C=1C=C2C(N(C(C2=CC1)=O)C1C(NC(CC1)=O)=O)=O 5-[4-[(4-amino-1-hydroxy-cyclohexyl)methyl]piperazin-1-yl]-2-(2,6-dioxo-3-piperidyl)isoindoline-1,3-dione